ClC=1C(=NC(=NC1)NC1=CC(=C(C=C1OCC)C1CCN(CC1)C(=O)OC(C)(C)C)C)NC1=C(C=CC=C1)S(=O)(=O)C(C)C tert-Butyl 4-(4-((5-chloro-4-((2-(isopropylsulfonyl)phenyl)amino)pyrimidin-2-yl)amino)-5-ethoxy-2-methylphenyl)piperidine-1-carboxylate